silicon-selenium [Se].[Si]